BrC1=CC(=CC2=C1SC(=C2)C(=O)N)OCC(C)C 7-Bromo-5-isobutoxybenzo[b]thiophene-2-carboxamide